3-(4-(4-Bromophenyl)thiazol-2-yl)-7-fluoro-2-(4-(trifluoromethyl)phenyl)quinazolin-4(3H)-one BrC1=CC=C(C=C1)C=1N=C(SC1)N1C(=NC2=CC(=CC=C2C1=O)F)C1=CC=C(C=C1)C(F)(F)F